C(C)(C)(C)OC(=O)N1CC(C1)N1CCC(CC1)C=1C=NN(C1)C(C(=O)NC1=CC=C(C2=CC=CC=C12)C#N)(C)C 3-(4-(1-(1-((4-cyanonaphthalene-1-yl)amino)-2-methyl-1-oxopropan-2-yl)-1H-pyrazole-4-yl)piperidin-1-yl)azetidine-1-carboxylic acid tert-butyl ester